(Z)-1-(2-bromophenyl)-N'-((5-(difluoromethyl)-1-methyl-1H-pyrazole-3-carbonyl)oxy)cyclopropane-1-carboximidamide BrC1=C(C=CC=C1)C1(CC1)/C(/N)=N/OC(=O)C1=NN(C(=C1)C(F)F)C